[Ir](Cl)Cl.C1=CCCC=CCC1 (1,5-cyclooctadiene) iridium (II) dichloride